7-Methoxymethyl-6-oxo-1-propyl-8-[1-(3-trifluoromethyl-benzyl)-1H-pyrazol-4-yl]-6,7-dihydro-1H-purine-2-carbonitrile COCN1C(=NC=2N=C(N(C(C12)=O)CCC)C#N)C=1C=NN(C1)CC1=CC(=CC=C1)C(F)(F)F